1-Oxa-7-azaspiro[4.4]nonane O1CCCC12CNCC2